methyl Fluorophosphate P(=O)(OC)([O-])F